FC(S(=O)(=O)N1CC(CCC1)CNC(CC1=NC=C2C=CC(=NC2=C1)C1=NC(=CC=C1)N1C[C@@H](O[C@@H](C1)C)C)=O)F N-((1-((difluoromethyl)sulfonyl)piperidin-3-yl)methyl)-2-(2-(6-((cis)-2,6-dimethylmorpholino)pyridin-2-yl)-1,6-naphthyridin-7-yl)acetamide